OC[C@H]1S[C@H](CN(C1)C(C1=CC=CC=C1)(C1=CC=CC=C1)C1=CC=CC=C1)N1C(NC(C=C1)=O)=O (1S)-1-[(2R,4S,6S)-6-(hydroxymethyl)-4-(triphenylmethyl)thiomorpholin-2-yl]pyrimidine-2,4-dione